C(C)(C)(C)C1=CC=C(C=N1)C=1N=C2SCN(CN2C(C1C#N)=O)C 8-(6-tert-butylpyridin-3-yl)-3-methyl-6-oxo-2H,3H,4H,6H-pyrimido[2,1-b][1,3,5]thiadiazine-7-carbonitrile